CN1N=CC=C1C=1OC(CN1)=O 2-(2-methylpyrazol-3-yl)-4H-oxazol-5-one